Cl.CC12OCC(C1)(C2)N 1-methyl-2-oxabicyclo[2.1.1]hexan-4-amine hydrochloride salt